4-(t-amylperoxy)-2-pentanone C(C)(C)(CC)OOC(CC(C)=O)C